4-CYCLOPROPYL-3-(4-(METHYLCARBAMOYL)PHENYL)-N-(2-(TRIFLUOROMETHYL)PYRIDIN-4-YL)ISOTHIAZOLE-5-CARBOXAMIDE C1(CC1)C=1C(=NSC1C(=O)NC1=CC(=NC=C1)C(F)(F)F)C1=CC=C(C=C1)C(NC)=O